ClC1=C(C=CC(=C1)F)S(=O)(=O)NC=1C=2C3=C(C(N(C3=CC1)CC)=O)C=CC2 2-chloro-N-(1-ethyl-2-oxo-1,2-dihydrobenzo[cd]indol-6-yl)-4-fluorobenzenesulfonamide